C(C)(C)(C)OC(=O)NOC(=O)C1CCC(CC1)O N-tert-butoxycarbonyl-amino-(4-hydroxycyclohexyl)carboxylic acid